C(C)(C)(C)OC(N(CCN(C(OC(C)(C)C)=O)CCCN)CCCN)=O Di-tert-butylethane-1,2-diylbis((3-aminopropyl) carbamate)